FC(F)(F)C(C(C)=O)C1=NC2=CC=CC=C2C=C1 trifluoromethyl-quinolinyl-propanone